C=C(CC(CCC)CC)CCCCCCC 6-methylene-4-ethyl-tridecane